2,4-dibromopyridine-3-carbaldehyde BrC1=NC=CC(=C1C=O)Br